C(CCCCC)C(CO)CCCCCCCC 2-hexyldecanol